Cl.C(CO)(=O)O glycolic acid, hydrochloride